N-(2-(2-fluoroethoxy)ethyl)-N,2,5-trimethylbenzo[d]thiazol-6-amine FCCOCCN(C1=CC2=C(N=C(S2)C)C=C1C)C